C(=C)C1=C2CC(NC2=CC=C1)=O 4-ethenyl-2,3-dihydro-1H-indol-2-one